[I-].O=[SH5+] (oxo)-lambda6-Sulfonium iodide